BrC=1C(=C(N)C(=CC1)F)F 3-bromo-2,6-difluoroaniline